FC1=C(C(=CC(=C1)OCCN1CC(C1)CF)F)[C@@H]1N([C@H](CC2=C1NC1=CC=C(C=C21)F)C)CC(F)F (1S,3S)-1-(2,6-difluoro-4-(2-(3-(fluoromethyl)azetidin-1-yl)ethoxy)phenyl)-2-(2,2-difluoroethyl)-6-fluoro-3-methyl-2,3,4,9-tetrahydro-1H-pyrido[3,4-b]indole